1-((5-bromo-2'-chloro-[1,1'-biphenyl]-2-yl)sulfonyl)-N-(1,1-dioxido-2,3-dihydrothiophen-3-yl)-4-fluoropiperidine-4-carboxamide BrC=1C=CC(=C(C1)C1=C(C=CC=C1)Cl)S(=O)(=O)N1CCC(CC1)(C(=O)NC1CS(C=C1)(=O)=O)F